N(=[N+]=[N-])CC[C@H]1[C@H]([C@@H](O[C@@H]1CO)N1C=2N=C(NC(C2N=C1)=O)NC(C(C)C)=O)O N-[9-[(2R,3R,4S,5S)-4-(2-azidoethyl)-3-hydroxy-5-(hydroxymethyl)tetrahydrofuran-2-yl]-6-oxo-1H-purin-2-yl]-2-methyl-propanamide